(2-(((2R,3S,4R,5R)-5-(6-chloro-4-((cyclopropylmethyl)amino)-1H-pyrazolo[3,4-d]pyrimidin-1-yl)-3,4-dihydroxytetrahydro-furan-2-yl)methoxy)-1-methoxy-propan-2-yl)phosphonic acid ClC1=NC(=C2C(=N1)N(N=C2)[C@H]2[C@@H]([C@@H]([C@H](O2)COC(COC)(C)P(O)(O)=O)O)O)NCC2CC2